2-((diphenylmethylene)amino)-3-(4-fluorophenyl)propionic acid tert-butyl ester C(C)(C)(C)OC(C(CC1=CC=C(C=C1)F)N=C(C1=CC=CC=C1)C1=CC=CC=C1)=O